CN1C=C(C2=CC=CC=C12)C(=O)N 1-methylindole-3-carboxamide